2-Chloro-N-(4-(3-(trifluoromethyl)phenoxy)phenyl)acetamide tetratriacontan-1-yl-tricosylate C(CCCCCCCCCCCCCCCCCCCCCCCCCCCCCCCCC)OC(CCCCCCCCCCCCCCCCCCCCCC)=O.ClCC(=O)NC1=CC=C(C=C1)OC1=CC(=CC=C1)C(F)(F)F